(3S,4S)-1-cyclopropylmethyl-4-{[5-(2,4-difluoro-phenyl)-isoxazole-3-carbonyl]-amino}-piperidine-3-carboxylic acid [1-(3-chloro-phenyl)-cyclopropyl]-amide ClC=1C=C(C=CC1)C1(CC1)NC(=O)[C@H]1CN(CC[C@@H]1NC(=O)C1=NOC(=C1)C1=C(C=C(C=C1)F)F)CC1CC1